(methoxymethyl)piperazine-1-carboxylate COCOC(=O)N1CCNCC1